3-fluoro-4-(2-hydroxyethoxy)-N-methylbenzamide FC=1C=C(C(=O)NC)C=CC1OCCO